N1=CN=C2NC=NC2=C1C=1C(=NC=CC1)NC=1C=C(C=CC1C)NC(C1=CC(=C(C=C1)Cl)OC(F)(F)F)=O N-(3-((3-(9H-purin-6-yl)pyridin-2-yl)amino)-4-methylphenyl)-4-chloro-3-(trifluoromethoxy)benzamide